FC1=C(C=CC(=C1)O)CC(=O)O (2-fluoro-4-hydroxyphenyl)acetic acid